O=C1N(CC2=C(C=CC=C12)C#CCCCCCCN[C@@H]1[C@@]2(CC[C@H](C1)C2(C)C)C)C2C(NC(CC2)=O)=O 3-(1-oxo-4-(8-(((1R,2S,4R)-1,7,7-trimethylbicyclo[2.2.1]heptan-2-yl)amino)oct-1-yn-1-yl)isoindolin-2-yl)piperidine-2,6-dione